N1N=CC(=C1)C=1C2=C(C(=NC1)NCC=1C=C(C=CC1)NC(=O)C=1C=3C=NN(C3C=CC1)C)CCO2 N-(3-(((7-(1H-pyrazol-4-yl)-2,3-dihydrofuro[3,2-c]pyridin-4-yl)amino)methyl)phenyl)-1-methyl-1H-indazole-4-carboxamide